F[C@H]1[C@@]2(CC[C@](C[C@H]1N(C=1N=NC(=CN1)C1=C(C=C(C=C1)N1C=NC=C1)O)C)(N2)C)C 2-(3-(((1S,2R,3R,5R)-2-fluoro-1,5-dimethyl-8-azabicyclo[3.2.1]octan-3-yl)(methyl)amino)-1,2,4-triazin-6-yl)-5-(1H-imidazol-1-yl)phenol